C(=O)(O)CN([C@@H](CCC(=O)O)C(=O)O)CC(=O)O N,N-bis(carboxylmethyl)-L-glutamic acid